N-[2-[4-[[(1S,5R)-3-[1-(2,6-dioxo-3-piperidinyl)-3-methyl-2-oxo-benzimidazol-4-yl]-8-azabicyclo[3.2.1]oct-8-yl]methyl]cyclohexyl]indazol-5-yl]-6-(trifluoromethyl)pyridine-2-carboxamide O=C1NC(CCC1N1C(N(C2=C1C=CC=C2C2C[C@@H]1CC[C@H](C2)N1CC1CCC(CC1)N1N=C2C=CC(=CC2=C1)NC(=O)C1=NC(=CC=C1)C(F)(F)F)C)=O)=O